1-(3,3-difluorocyclobutyl)-3-iodo-1H-pyrazolo[3,4-d]pyrimidin-4-amine FC1(CC(C1)N1N=C(C=2C1=NC=NC2N)I)F